tert-Butyl 3-thioxotetrahydro-3H-thiazolo[3,4-a]pyrazine-7(1H)-carboxylate S=C1SCC2N1CCN(C2)C(=O)OC(C)(C)C